(4R,5S)-2,2-dimethyl-1,3-dioxolane-4,5-dicarboxaldehyde CC1(O[C@@H]([C@@H](O1)C=O)C=O)C